(S)-1-methyl-2-((3-nitro-5-(trifluoromethyl)phenoxy)methyl)pyrrolidine 2-(((tert-butylsulfinyl)amino)-5,5-dimethylhexyl)-6-methoxynicotinate C(C)(C)(C)S(=O)NC(CCCC(C)(C)C)C1=C(C(=O)O)C=CC(=N1)OC.CN1[C@@H](CCC1)COC1=CC(=CC(=C1)C(F)(F)F)[N+](=O)[O-]